C(CCC)C(C(=O)O)C(=O)O.[Li] lithium butylmalonic acid